acetamido-4-methoxypyrrolidin C(C)(=O)NN1CCC(C1)OC